dimethyl-2,2'-azodi(2-methyl propionate) COC(C(C)(C)N=NC(C(=O)OC)(C)C)=O